C(C)N(C([C@H]([C@@H](C)C1=CC=CC=C1)NC1=CC=CC=C1)=O)CC (2S,3S)-N,N-Diethyl-3-phenyl-2-(phenylamino)butanamide